3-(((1r,3s,5R,7S)-3-hydroxyadamantan-1-yl)ureido)benzamide OC12CC3(C[C@H](C[C@@H](C1)C3)C2)NC(NC=2C=C(C(=O)N)C=CC2)=O